tert-Butyl-3-(((5-(3'-methyl-2'-oxo-2',3'-dihydrospiro[cyclobutane-1,1'-pyrrolo[2,3-c]quinolin]-8'-yl)-3-(methylsulfonamido)pyridin-2-yl)oxy)methyl)azetidine C(C)(C)(C)N1CC(C1)COC1=NC=C(C=C1NS(=O)(=O)C)C1=CC=2C3=C(C=NC2C=C1)N(C(C31CCC1)=O)C